ClC1=CC=C(C=C1)C1=CC(=CC=C1)C1=CC=CC=2C=CC=3NC=4C=CC=CC4C3C21 (4'-chloro-[1,1'-biphenyl]-3-yl)-7H-benzo[c]carbazole